[Cl-].OC(C=C(O)O)[NH3+] tri-hydroxyallyl-ammonium chloride